2-{6-azido-2-oxaspiro[3.3]heptan-6-yl}-5-bromopyrimidine N(=[N+]=[N-])C1(CC2(COC2)C1)C1=NC=C(C=N1)Br